N-(4-Bromo-3-chloro-2-methylphenyl)-4-methylpiperazine-1-carboxamide BrC1=C(C(=C(C=C1)NC(=O)N1CCN(CC1)C)C)Cl